C1(CCCC1)N1N=NC2=C1C=CC(=C2)C2=NC(=NO2)C2=NC=CC=C2OC 1-cyclopentyl-5-[3-(3-methoxypyridin-2-yl)-1,2,4-oxadiazol-5-yl]-1H-1,2,3-benzotriazole